FC(COC1=NC=2NC(C=NC2C=N1)=O)(F)F 2-(2,2,2-trifluoroethoxy)pteridine-7(8H)-one